FC1=CC=C(C[C@@H]2C[C@@H](NC2)C(=O)O)C=C1 (2R,4R)-4-(4-fluorobenzyl)pyrrolidine-2-carboxylic acid